[Sn].C(CCCCCCO)O 1,7-heptanediol Tin